ClC=1C=CC(=C(C1)C(CCN(C(C(=O)OCC)C1=C(C(=C(C=C1)F)C)C1CCC(CC1)OC(F)(F)F)C)CCN1CCCCC1)C ethyl 2-((3-(5-chloro-2-methylphenyl)-5-(piperidin-1-yl)pentyl)-(methyl)amino)-2-(4-fluoro-3-methyl-2-((1r,4r)-4-(trifluoromethoxy)cyclohexyl)-phenyl)acetate